CC1=NC(=CC=C1C1CCC(CC1)N1CC2(CS(C2)(=O)=O)CC1)C(F)(F)F 6-((1r,4r)-4-(2-methyl-6-(trifluoromethyl)pyridin-3-yl)cyclohexyl)-2-thia-6-azaspiro[3.4]octane 2,2-dioxide